3-(3,5-dimethoxybenzylidene)-5-(3-pyridinyl)-N-methyl-4-piperidone COC=1C=C(C=C2CN(CC(C2=O)C=2C=NC=CC2)C)C=C(C1)OC